C(=O)O.C1N(CC12CNC2)C(C)=O 1-(2,6-diazaspiro[3.3]heptan-2-yl)ethan-1-one formic acid salt